C(C=CCCCCC)=N octenimine